1-((6-(2-fluorophenyl)pyridazin-3-yl)methyl)piperazine-2,3-dione FC1=C(C=CC=C1)C1=CC=C(N=N1)CN1C(C(NCC1)=O)=O